CN(C=CC(C(=O)OCC)=O)C ethyl 4-(dimethylamino)-2-oxo-3-butenoate